C(C1=CC=CC=C1)OC1=NC(=CC=C1N1C(N(C2=C1C=CC(=C2)N2C(CN(CC2)C(=O)OC(C)(C)C)=O)C)=O)OCC2=CC=CC=C2 tert-butyl 4-(1-(2,6-bis(benzyloxy)pyridin-3-yl)-3-methyl-2-oxo-2,3-dihydro-1H-benzo[d]imidazol-5-yl)-3-oxopiperazine-1-carboxylate